C(C)(C)N(C1=CC2=C(C(=N1)CNC)CN(C2=O)C2=NC(=CC=C2)C2=NN=C(N2C(C)C)SC)C 6-(isopropyl(methyl)amino)-2-(6-(4-isopropyl-5-(methylthio)-4H-1,2,4-triazol-3-yl)pyridine-2-yl)-4-((methylamino)methyl)-2,3-dihydro-1H-pyrrolo[3,4-c]pyridin-1-one